CC/C=C/CCCCC/C=C/C=C/CCC(=O)O 13-hexadecatrienoic acid